CC1C[C@H](N(C1=O)C(=O)OC)C(=O)[O-] methyl (2S)-4-methyl-5-oxo-pyrrolidine-1,2-dicarboxylate